O1CC(C1)CN1C(=CC2=CC=CC=C12)C1=NC=2C=C(C=C3OCCN1C23)C=O 2-(1-(oxetan-3-ylmethyl)-1H-indol-2-yl)-3,4-dihydro-5-oxa-1,2a-diazaacenaphthylen-7-yl-methanone